O1COC2=C1C=CC(=C2)N2SC(N(C2=O)CC2=CC=CC=C2)=O Benzo[1,3]dioxol-5-yl-4-benzyl-[1,2,4]thiadiazolidine-3,5-dione